COC1=NC(=CC=C1NC(=O)C=1C(=NOC1C)C1=CC=CC=C1)C=1N=CN2C1CN(CC2)C (2-methoxy-6-(7-methyl-5,6,7,8-tetrahydroimidazo[1,5-a]pyrazin-1-yl)pyridin-3-yl)-5-methyl-3-phenylisoxazole-4-carboxamide